ClC1=CC2=C(C=N1)C=C(N2C)C2=C(C=C(C=C2)O)C 4-[6-chloro-1-methylpyrrolo[3,2-c]pyridin-2-yl]-3-methylphenol